rac-5-[[2-[(2S,5R)-2-(Benzothiophen-5-yl)-5-methyl-1-piperidyl]-2-oxo-acetyl]amino]pyridine-3-carboxamide S1C=CC2=C1C=CC(=C2)[C@H]2N(C[C@@H](CC2)C)C(C(=O)NC=2C=C(C=NC2)C(=O)N)=O |r|